C(C1=CC=CC=C1)OC1=C(C=O)C=C(C(=C1)OC)B1OC(C(O1)(C)C)(C)C 2-(benzyloxy)-4-methoxy-5-(4,4,5,5-tetramethyl-1,3,2-dioxaborolan-2-yl)benzaldehyde